(R)-1'-(2-(5-Amino-3-(pyridin-3-yl)-1H-pyrazol-1-yl)acetyl)-6-chloro-5-fluorospiro[benzo[d][1,3]oxazine-4,3'-pyrrolidin]-2(1H)-one NC1=CC(=NN1CC(=O)N1C[C@@]2(CC1)C1=C(NC(O2)=O)C=CC(=C1F)Cl)C=1C=NC=CC1